5-Pyridin-3-yl-1H-pyrazole-3-carboxylic acid {2-[4-(2-chloro-phenoxy)-piperidin-1-yl]-2-oxo-ethyl}-amide ClC1=C(OC2CCN(CC2)C(CNC(=O)C2=NNC(=C2)C=2C=NC=CC2)=O)C=CC=C1